2-((2-(1-((tert-butoxycarbonyl)(2-(6-methoxy-3-nitropyridin-2-yl)-ethyl)amino)ethyl)-4-fluorophenyl)amino)-4-chloro-5-fluorobenzoic acid hydrochloride Cl.C(C)(C)(C)OC(=O)N(C(C)C1=C(C=CC(=C1)F)NC1=C(C(=O)O)C=C(C(=C1)Cl)F)CCC1=NC(=CC=C1[N+](=O)[O-])OC